(R)-1-(7-(8-ethyl-7-fluoro-3-hydroxynaphthalen-1-yl)-8-fluoro-2-(((2R,7aS)-2-fluorohexahydro-1H-pyrrolizin-7a-yl)methoxy)quinazolin-4-yl)-3-methylpiperidin-3-ol C(C)C=1C(=CC=C2C=C(C=C(C12)C1=CC=C2C(=NC(=NC2=C1F)OC[C@]12CCCN2C[C@@H](C1)F)N1C[C@@](CCC1)(O)C)O)F